epoxycyclohexane-1,2-diol C12(C(CCCC1)(O2)O)O